FC(CCCC)(F)C1=CC=C(C(NO)=N)C=C1 4-(1,1-difluoropentyl)-N-hydroxybenzimidamide